N-Boc-L-glycine CC(C)(C)OC(=O)NCC(=O)O